3-(1-methylethyl)-2-oxo-1H-benzimidazole-1-carboxamide CC(C)N1C(N(C2=C1C=CC=C2)C(=O)N)=O